FC1=C2C=C(N=NC2=CC(=C1)C=1C=C(C=2N(N1)C=C(N2)C)CO)C2CCN(CC2)C {6-[5-Fluoro-3-(1-methylpiperidin-4-yl)cinnolin-7-yl]-2-methylimidazo[1,2-b]pyridazin-8-yl}methanol